(1-(4-bromophenyl)-5-hydroxy-4-(piperidin-1-ylmethyl)-1H-indol-3-yl)ethane-1-one BrC1=CC=C(C=C1)N1C=C(C2=C(C(=CC=C12)O)CN1CCCCC1)C(C)=O